S(C1=C(C(=CC=C1C)C(C)(C)C)O)C1=C(C(=CC=C1C)C(C)(C)C)O 2,2'-thiobis(6-t-butyl-3-methylphenol)